CC1([C@@H]2CC[C@@H](C[C@]2(CCC1)C)CC(=O)O)C.C(C)P(C1=CC=CC=C1)C(C1=C(C=C(C=C1C)C)C)=O |r| Ethyl-(2,4,6-trimethylbenzoyl)-phenyl-phosphin (2SR,4aSR,8aRS)-5,5,8a-trimethyldecahydronaphthalen-2-yl-acetate